(3,4-dinitrophenyl)-morpholin-4-yl-methanone [N+](=O)([O-])C=1C=C(C=CC1[N+](=O)[O-])C(=O)N1CCOCC1